2-((2-(dimethylamino)ethyl)(methyl)amino)ethyl di((9Z,12Z)-octadeca-9,12-dien-1-yl)carbamate C(CCCCCCC\C=C/C\C=C/CCCCC)N(C(OCCN(C)CCN(C)C)=O)CCCCCCCC\C=C/C\C=C/CCCCC